C(C)(C)(C)OC(=O)NCC1=CC(=C(C=C1)C1=CC=C(C=C1)Cl)CN1CCN(CC1)C1=CC=C(C(=O)O)C=C1 4-(4-((4-(((tert-butoxycarbonyl)amino)methyl)-4'-chloro-[1,1'-biphenyl]-2-yl)methyl)piperazin-1-yl)benzoic acid